ClC1=CC=C(C=C1)SC(CC1(C(N(C=2C3=C(C=CC=C13)OC(C2)=O)C)=O)C)(F)F 6-(2-((4-chlorophenyl)thio)-2,2-difluoroethyl)-4,6-dimethylpyrano[2,3,4-ij]isoquinoline-2,5(4H,6H)-dione